6-(2-methoxyphenyl)imidazo[1,2-a]pyridine-7-carboxylic acid COC1=C(C=CC=C1)C=1C(=CC=2N(C1)C=CN2)C(=O)O